ClC1=CC(=C2C=C(NC2=C1)C(=O)N[C@H](C(=O)N[C@H](C(=O)OC)C[C@H]1C(NCCC1)=O)CC1CC1)OC methyl (2S)-2-[[(2S)-2-[(6-chloro-4-methoxy-1H-indole-2-carbonyl)amino]-3-cyclopropyl-propanoyl]amino]-3-[(3S)-2-oxo-3-piperidyl]propanoate